C(CCCCCCC)(=O)O.C(CCCCCCC)(=O)O.C(CCCCCCC)(=O)O.OCC(O)CO.OCC(O)CO diglycerol tricaprylate